6-bromo-3,3-dimethyl-1-((1s,3s)-3-methyl-3-(5-azaspiro[2.5]oct-5-yl)cyclobutyl)-1,3-dihydro-2H-pyrrolo[3,2-b]pyridin-2-one BrC=1C=C2C(=NC1)C(C(N2C2CC(C2)(N2CC1(CC1)CCC2)C)=O)(C)C